4-(5-(3-((6-bromopyridin-2-yl)oxy)propyl)-1-methyl-1H-pyrazol-3-yl)-N1-methyl-2,7-naphthyridine-1,6-diamine BrC1=CC=CC(=N1)OCCCC1=CC(=NN1C)C1=CN=C(C2=CN=C(C=C12)N)NC